O[C@@H]1C[C@H](N(C1)C(CN1CCOCC1)=O)C(=O)NCC1=CC=C(C=C1)C1=C(N=CS1)C (2S,4R)-4-hydroxy-N-(4-(4-methylthiazol-5-yl)benzyl)-1-(2-morpholinoacetyl)pyrrolidine-2-carboxamide